(11β,16β)-9-Fluoro-11,17,21-trihydroxy-16-methylpregna-1,4-diene-3,20-dione F[C@@]12[C@]3(C=CC(C=C3CC[C@H]1[C@@H]1C[C@@H]([C@](C(CO)=O)([C@]1(C[C@@H]2O)C)O)C)=O)C